NC1=C(C(N(C2=CC(=CC=C12)C(F)(F)F)C1=CC=C(C=C1)[C@@H](C)O)=O)C(=O)OCC ethyl 4-amino-1-(4-(1-(R)-hydroxyethyl)phenyl)-2-oxo-7-(trifluoromethyl)-1,2-dihydroquinoline-3-carboxylate